4-[[4-(4-pyridyl)piperazin-1-yl]methyl]-1H-indole N1=CC=C(C=C1)N1CCN(CC1)CC1=C2C=CNC2=CC=C1